bis(dicarboxyphenyl)tetrafluoropropane gallium (ii) chloride [Cl-].[Ga+2].C(=O)(O)C=1C(=C(C=CC1)CC(C(F)(F)F)(F)C1=C(C(=CC=C1)C(=O)O)C(=O)O)C(=O)O.[Cl-]